C(C)N(C1=CC=C(C=C1)Cl)CC N,N-diethyl-p-chloroaniline